(R)-N-(1-cyanopyrrolidin-3-yl)-2,6-difluoro-4-(1-methyl-1H-pyrazol-4-yl)benzamide C(#N)N1C[C@@H](CC1)NC(C1=C(C=C(C=C1F)C=1C=NN(C1)C)F)=O